2-hydroxyethyl-dimethylammonium methanesulfonate CS(=O)(=O)[O-].OCC[NH+](C)C